(R)-3-(bis(t-butoxycarbonyl)amino)-6-(pent-4-en-2-yloxy)-5-(trifluoromethyl)picolinic acid methyl ester COC(C1=NC(=C(C=C1N(C(=O)OC(C)(C)C)C(=O)OC(C)(C)C)C(F)(F)F)O[C@H](C)CC=C)=O